N1CC(C1)CC(F)(F)C=1C=C(C=CC1)[C@@H](C)NC=1C2=C(N=CN1)N(C(C(=C2)C2CCS(CC2)(=O)=O)=O)CCCOCCCC=O (R)-4-(3-(4-((1-(3-(2-(azetidin-3-yl)-1,1-difluoroethyl)phenyl)ethyl)amino)-6-(1,1-dioxidotetrahydro-2H-thiopyran-4-yl)-7-oxopyrido[2,3-d]pyrimidin-8(7H)-yl)propoxy)butanal